C(C)OC([C@@H](NC(\C=C\C1=CC(O)=C(OC)C=C1)=O)C)=O isoferuloyl-L-alanine ethyl ester